O[C@@H]1CO[C@@H]([C@H]1O)CO (2R,3R,4S,5R)-3,4-dihydroxy-5-(hydroxymethyl)oxolan